FC1(CC1)CN1[C@@H](C2=CC=C3C(=C2C[C@H]1C)C=NN3)C3=C(C=C(C=C3)NC3CNC3)OC N-(4-((6S,8R)-7-((1-fluorocyclopropyl)methyl)-8-methyl-6,7,8,9-tetrahydro-3H-pyrazolo[4,3-f]isoquinolin-6-yl)-3-methoxyphenyl)azetidin-3-amine